tert-butyl (3R)-1-(2-(4-cyanophenoxy)-4-(4-fluorophenyl)cyclopentyl)-5,5-difluoropiperidin-3-ylcarbamate C(#N)C1=CC=C(OC2C(CC(C2)C2=CC=C(C=C2)F)N2C[C@@H](CC(C2)(F)F)NC(OC(C)(C)C)=O)C=C1